4-[2-(1,1-difluoro-2-hydroxy-ethyl)-1-(4-fluorophenyl)-4-hydroxy-indol-3-yl]Benzoic acid FC(CO)(F)C=1N(C2=CC=CC(=C2C1C1=CC=C(C(=O)O)C=C1)O)C1=CC=C(C=C1)F